[1-[4-[methyl(tetrahydropyran-4-yl)amino]-5-oxido-6,7-dihydro-thieno[3,2-d]pyrimidin-5-ium-2-yl]azetidin-3-yl] 1-(dimethylcarbamoyl)-piperidine-4-carboxylate CN(C(=O)N1CCC(CC1)C(=O)OC1CN(C1)C=1N=C(C2=C(N1)CC[S+]2[O-])N(C2CCOCC2)C)C